tert-butyl (2-(2-(2-((3-((1,5-dimethyl-1H-pyrazol-3-yl)carbamoyl)-2-methylphenyl)amino)ethoxy)ethoxy)ethyl)carbamate CN1N=C(C=C1C)NC(=O)C=1C(=C(C=CC1)NCCOCCOCCNC(OC(C)(C)C)=O)C